OCC1=C(C=2C(=NC=C(C2)C(F)(F)F)S1)NC(C1=C(C=CC=C1)N1CCC2(CC2)CC1)=O N-(2-(hydroxymethyl)-5-(trifluoromethyl)thieno[2,3-b]pyridin-3-yl)-2-(6-azaspiro[2.5]octane-6-yl)benzamide